(1R,2R,3S,5S)-2-fluoro-3-(6-(2-(methoxymethoxy)-4-(1H-pyrazol-1-yl)phenyl)pyridazin-3-yloxy)-8-azabicyclo[3.2.1]octane-8-carboxylic acid tert-butyl ester C(C)(C)(C)OC(=O)N1[C@H]2[C@H]([C@H](C[C@@H]1CC2)OC=2N=NC(=CC2)C2=C(C=C(C=C2)N2N=CC=C2)OCOC)F